methyl N-[4-methyl-5-({4-[(2S)-2-({3-[1-methyl-3-(trifluoromethyl)-1H-pyrazol-4-yl]phenyl}formamido)propyl]piperazin-1-yl}sulfonyl)-1,3-thiazol-2-yl]carbamate CC=1N=C(SC1S(=O)(=O)N1CCN(CC1)C[C@H](C)NC(=O)C1=CC(=CC=C1)C=1C(=NN(C1)C)C(F)(F)F)NC(OC)=O